COC1=C(C=C2C(=N1)NC=C2)OC2=C(C(=O)N)C=CC=C2 2-((6-methoxy-1H-pyrrolo[2,3-b]pyridin-5-yl)oxy)benzamide